FC=1C=C(C2=C(C(=C(O2)[C@H](C(F)(F)F)NC(NC=2C=NC(=NC2)N[C@H](CS(=O)(=O)C)C)=O)C)C1)F 3-[(1R)-1-(5,7-difluoro-3-methyl-1-benzofuran-2-yl)-2,2,2-trifluoroethyl]-1-(2-{[(2S)-1-methanesulfonylpropan-2-yl]amino}pyrimidin-5-yl)urea